NC1=NC=C(C2=C1C=NN2)NC(C(N2[C@H](CC[C@@H](C2)C)C2=CC(=C(C=C2)C)C)=O)=O |r| N-(4-amino-1H-pyrazolo[4,3-c]pyridin-7-yl)-2-oxo-2-[rac-(2R,5S)-2-(3,4-dimethylphenyl)-5-methyl-1-piperidyl]acetamide